COC1=CC=C(C=C1)S(=O)(=O)N1N=CC2=CC(=CC=C12)N 1-((4-methoxyphenyl)sulphonyl)-1H-indazol-5-amine